3-(2-(tert-butoxycarbonyl)isoindolin-4-yl)propionic acid C(C)(C)(C)OC(=O)N1CC2=CC=CC(=C2C1)CCC(=O)O